tert-butyl (exo)-3-[[8-([8-fluoro-2-methylimidazo[1,2-a]pyridin-6-yl]carbamoyl)cinnolin-5-yl](methyl)amino]-8-azabicyclo[3.2.1]octane-8-carboxylate FC=1C=2N(C=C(C1)NC(=O)C=1C=CC(=C3C=CN=NC13)N(C1CC3CCC(C1)N3C(=O)OC(C)(C)C)C)C=C(N2)C